NC1(CCOCC1)C(=O)N[C@@H](CC=1C=C2CCN(CC2=CC1)C)C#N (S)-4-Amino-N-(1-cyano-2-(2-methyl-1,2,3,4-tetrahydroisoquinolin-6-yl)ethyl)tetrahydro-2H-Pyran-4-carboxamide